(3S,8S,9S,10R,13S,14S,17S)-17-((S)-1-((6-(hydroxymethyl)pyridin-3-yl)oxy)ethyl)-10,13-dimethyl-2,3,4,7,8,9,10,11,12,13,14,15,16,17-tetradecahydro-1H-cyclopenta[a]phenanthren-3-ol OCC1=CC=C(C=N1)O[C@@H](C)[C@H]1CC[C@H]2[C@@H]3CC=C4C[C@H](CC[C@@]4([C@H]3CC[C@]12C)C)O